CCC(=O)NC=1SC(=NN1)CCCN methyl-N-[5-(3-aminopropyl)-1,3,4-thiadiazol-2-yl]acetamide